3-((4-(4-(2-(2-(5-((5-chloro-4-(3-cyclopentylphenyl)pyrimidin-2-yl)amino)pyridin-3-yl)-1-oxo-2,8-diazaspiro[4.5]decan-8-yl)-2-oxoethyl)piperidin-1-yl)phenyl)amino)piperidine-2,6-dione ClC=1C(=NC(=NC1)NC=1C=C(C=NC1)N1C(C2(CC1)CCN(CC2)C(CC2CCN(CC2)C2=CC=C(C=C2)NC2C(NC(CC2)=O)=O)=O)=O)C2=CC(=CC=C2)C2CCCC2